CC(C(=O)OCCCCCCCCCCC)=C undecyl 2-methyl-2-propenoate